C(CCCC)[SnH3] pentylstannane